C(C)(C)(C)OC(=O)N1C(C2=CC=CC(=C2CC1)C=C1CCN(CC1)C(=O)OCC1=CC=CC=C1)C.CN1CCN(CC1)CC#C 1-methyl-4-(prop-2-yn-1-yl)piperazine tert-butyl-5-[(1-benzyloxycarbonyl-4-piperidylidene)methyl]-1-methyl-3,4-dihydro-1H-isoquinoline-2-carboxylate